[Br-].BrCCCCCCN1C(CCCC1)C (6-bromohexyl)-2-methyl-piperidine bromide